[N+](=O)([O-])C1=CC=C(C=C1)S(=O)(=O)N1CCC(CC1)C=O (1-((4-nitrophenyl)sulfonyl)piperidin-4-yl)methanone